O-methyl-kaempferol COC1=C(OC=2C=C(C=C(C2C1=O)O)O)C1=CC=C(O)C=C1